5-bromo-7-iodo-2-methyl-1,2,3,4-tetrahydroisoquinoline BrC1=C2CCN(CC2=CC(=C1)I)C